6-[5-(4-cyanopiperazin-1-yl)-4-methyl-1,2,4-triazol-3-yl]-4-methoxy-pyrazolo[1,5-a]pyridine-3-carbonitrile C(#N)N1CCN(CC1)C=1N(C(=NN1)C=1C=C(C=2N(C1)N=CC2C#N)OC)C